8-cyclopropyl-6-fluoro-3,3-dimethyl-3,4-dihydro-1H-quinoxaline C1(CC1)C=1C=C(C=C2NC(CNC12)(C)C)F